ClC=1C=C(C=C(C1)Cl)C1(CC(=NO1)NC=1C(=C(C(=O)NC2=C(C=C(C=C2)F)F)C=CC1)F)C(F)(F)F 3-[[5-(3,5-dichlorophenyl)-5-(tri-fluoromethyl)-4H-isoxazol-3-yl]amino]-N-(2,4-difluorophenyl)-2-fluoro-benzamide